FCCN1C=CC2=CC(=CC=C12)NC1=NC=C(C(=N1)OC=1C=C(C=CC1)NC(C=C)=O)OC N-(3-(2-(1-(2-fluoroethyl)-1H-indol-5-ylamino)-5-methoxypyrimidin-4-yloxy)phenyl)acrylamide